5-(2-methylbenzo[d]thiazol-6-yl)-N-(2-(4-methylpiperazin-1-yl)pyridin-4-yl)-7H-pyrrolo[2,3-d]pyrimidin-2-amine CC=1SC2=C(N1)C=CC(=C2)C2=CNC=1N=C(N=CC12)NC1=CC(=NC=C1)N1CCN(CC1)C